COC(C(CCCC)N1C(CC(C2=CC=C(C=C12)CCN1CCN(CC1)C1=CC(=CC2=C1C=CS2)F)(C)C)=O)=O (7-(2-(4-(6-fluorobenzothiophen-4-yl)piperazin-1-yl)ethyl)-4,4-dimethyl-2-oxo-3,4-Dihydroquinolin-1(2H)-yl)hexanoic acid methyl ester